F\C(=C/[C@H](C[C@H]1C(NCC1)=O)NC(=O)[C@H]1N(C[C@@H]2[C@H]1CCC2)C(=O)C2(C1=CC=CC=C1C=1C=CC=CC21)O)\S(=O)(=O)C (1S,3aS,6aR)-N-((S,E)-4-fluoro-4-(methylsulfonyl)-1-((S)-2-oxopyrrolidin-3-yl)but-3-en-2-yl)-2-(9-hydroxy-9H-fluorene-9-carbonyl)octahydrocyclopenta[c]pyrrole-1-carboxamide